CC1=NC=C(C=C1)C2=C(C=C(C=N2)Cl)C3=CC=C(C=C3)S(=O)(=O)C The molecule is a member of the class of bipyridines that is 2,3'-bipyridine which is substituted at the 3, 5, and 6' positions by 4-(methylsulfonyl)phenyl, chlorine, and methyl groups, respectively. It has a role as a cyclooxygenase 2 inhibitor and a non-steroidal anti-inflammatory drug. It is a sulfone, a member of bipyridines and an organochlorine compound.